CC1=CC=CC=2NC(CC3=C(C21)C=CC=C3)=O methyl-6-oxo-6,7-dihydro-5H-dibenzo[b,d]azepin